1,4-bis(2,6-xylyl)-2,5-piperazinedione C1(=C(C=CC=C1C)C)N1C(CN(C(C1)=O)C1=C(C=CC=C1C)C)=O